(S)-5-(3,4-dimethylpiperazin-1-yl)-2-methyl-N-(1-(2-(1-methyl-1H-pyrazol-4-yl)quinolin-4-yl)cyclopropyl)benzamide C[C@H]1CN(CCN1C)C=1C=CC(=C(C(=O)NC2(CC2)C2=CC(=NC3=CC=CC=C23)C=2C=NN(C2)C)C1)C